2-((4-bromophenyl)thio)-1,3,2-oxathiaphospholane 2-sulfide BrC1=CC=C(C=C1)SP1(OCCS1)=S